4-(5-fluoro-4-(1-fluoroethyl)pyridin-3-yl)-2-formyl-5-oxo-1,4,5,7-tetrahydrofurano[3,4-b]pyridine-3-carboxylic acid methyl ester COC(=O)C=1C(C2=C(NC1C=O)COC2=O)C=2C=NC=C(C2C(C)F)F